C1(=CC=CC=C1)P([Si](C)(C)C)C1=CC=CC=C1 diphenyl(trimethyl-silyl)phosphine